N-(6-((1S,4S)-2,5-diazabicyclo[2.2.1]Heptane-2-yl)pyridin-3-yl)methanesulfonamide [C@@H]12N(C[C@@H](NC1)C2)C2=CC=C(C=N2)NS(=O)(=O)C